CC(C=O)CCCCCCCCCC 2-methyldodecanal